O=C1N(CCOC1)[C@@H]1C(=NN(C1)C(=O)N[C@H](C)C=1C=NC(=NC1)C(F)(F)F)C1=CC=C(C=C1)OC (S)-4-(3-oxomorpholin-4-yl)-3-(4-methoxyphenyl)-N-((R)-1-(2-(trifluoromethyl)pyrimidin-5-yl)ethyl)-4,5-dihydro-1H-pyrazol-1-carboxamide